C(OC1=C(C=CC=C1)CCCCCCCCC)(OC1=C(C=CC=C1)CCCCCCCCC)=O Di(nonylphenyl) carbonate